[6-(1-Methylazetidin-3-yl)pyridazin-3-yl]-5-{2-methylpyrazolo[1,5-a]pyridin-5-yl}phenol CN1CC(C1)C1=CC=C(N=N1)C1=C(C=C(C=C1)C1=CC=2N(C=C1)N=C(C2)C)O